tert-butyl 3-(9-methyl-6-(4-(trifluoromethoxy)phenyl)-9H-purin-2-yl)pyrrolidine-1-carboxylate CN1C2=NC(=NC(=C2N=C1)C1=CC=C(C=C1)OC(F)(F)F)C1CN(CC1)C(=O)OC(C)(C)C